C1(CCC2=CC=CC=C12)NC(\C=C\C1=C(C=C2C=NNC2=C1)F)=O (2E)-N-(2,3-dihydro-1H-inden-1-yl)-3-(5-fluoro-1H-indazol-6-yl)prop-2-enamide